magnesium fluorogermanate F[Ge](=O)[O-].[Mg+2].F[Ge](=O)[O-]